6-chloro-3-nitro-pyridin-2-amine ClC1=CC=C(C(=N1)N)[N+](=O)[O-]